ClC1CN(CCC1NC1=CC=CC=2C(=C(SC21)I)CC(F)(F)F)C (Z)-3-chloro-N-[2-iodo-3-(2,2,2-trifluoroethyl)benzothiophen-7-yl]-1-methyl-piperidin-4-amine